(S)-N-(5-(3-hydroxy-3-methylpyrrolidin-1-yl)-2-(trifluoromethyl)pyridin-3-yl)-6-(1-methyl-1H-pyrazol-4-yl)picolinamide O[C@@]1(CN(CC1)C=1C=C(C(=NC1)C(F)(F)F)NC(C1=NC(=CC=C1)C=1C=NN(C1)C)=O)C